2-((E)-5-((E)-2-((E)-3-(cyano(isocyano)methylene)-5,5-dimethylcyclohex-1-en-1-yl)vinyl)-2-hydroxystyryl)-1-methylquinolin-1-ium C(#N)/C(=C/1\C=C(CC(C1)(C)C)/C=C/C=1C=CC(=C(/C=C/C2=[N+](C3=CC=CC=C3C=C2)C)C1)O)/[N+]#[C-]